COC=1C(=CC(=C(CO)C1)[N+](=O)[O-])OP(=O)(OC1=CC=CC=C1)OC1=CC=CC=C1 5-methoxy-4-(diphenylphosphonooxy)-2-nitrobenzyl alcohol